(Z)-N-(2-(4-(4-chloro-1,2-diphenylbut-1-en-1-yl)phenoxy)ethyl)-1-((2-(2,6-dioxopiperidin-3-yl)-1,3-dioxoisoindolin-4-yl)amino)-N-methyl-3,6,9,12-tetraoxapentadecane-15-amide ClCC/C(=C(\C1=CC=CC=C1)/C1=CC=C(OCCN(C(CCOCCOCCOCCOCCNC2=C3C(N(C(C3=CC=C2)=O)C2C(NC(CC2)=O)=O)=O)=O)C)C=C1)/C1=CC=CC=C1